N4-(3-(dimethylamino)propyl)-N2-(3-(trifluoromethyl)phenethyl)quinazoline-2,4-diamine CN(CCCNC1=NC(=NC2=CC=CC=C12)NCCC1=CC(=CC=C1)C(F)(F)F)C